(2-(phenanthren-9-yl)phenyl)diphenylphosphine C1=CC=CC=2C3=CC=CC=C3C(=CC12)C1=C(C=CC=C1)P(C1=CC=CC=C1)C1=CC=CC=C1